FC1=C(C=C(C=C1)NC(=O)C1=C(N(C(=C1C)C(C(=O)N[C@H]1C[C@@H](CCC1)O)=O)C)C)C N-(4-fluoro-3-methylphenyl)-5-(2-(((1R,3R)-3-hydroxycyclohexyl)amino)-2-oxoacetyl)-1,2,4-trimethyl-1H-pyrrole-3-carboxamide